N-(5-(pyridin-2-yl)pyrazin-2-yl)benzamide N1=C(C=CC=C1)C=1N=CC(=NC1)NC(C1=CC=CC=C1)=O